C(C)(C)(C)NC(CN1CC2(C1)CC(C2)CNC(C2=CC(=CC=C2)Cl)=O)=O N-((2-(2-(tert-butylamino)-2-oxoethyl)-2-azaspiro[3.3]hept-6-yl)methyl)-3-chlorobenzamide